N-[(1S)-1-(dicyclopropylmethyl)-2-[[5-(5-ethyl-3-methyl-1H-pyrazol-4-yl)-6-fluoro-2-pyridyl]amino]-2-oxo-ethyl]-2-isopropyl-pyrazole-3-carboxamide C1(CC1)C([C@@H](C(=O)NC1=NC(=C(C=C1)C=1C(=NNC1CC)C)F)NC(=O)C=1N(N=CC1)C(C)C)C1CC1